trifluoropropylmethyl-dimethoxysilane FC(CC[Si](OC)(OC)C)(F)F